methyl 6-(hydroxymethyl)-2-pyridinecarboxylate OCC1=CC=CC(=N1)C(=O)OC